Cl.Cl.ClC1=C(C(=O)N2CCN(CC2)C(=O)[C@H]2NC[C@@H](C2)O)C(=CC(=C1)NC=1C=2N(C=CN1)C(=CN2)C2=C(C(=C(C=C2)OC)F)F)F (4-(2-chloro-4-((3-(2,3-difluoro-4-methoxyphenyl)imidazo[1,2-a]pyrazin-8-yl)amino)-6-fluoro-benzoyl)piperazin-1-yl)((2S,4R)-4-hydroxypyrrolidin-2-yl)methanone dihydrochloride